(S)-(5-(tert-butyl)-1,3,4-oxadiazol-2-yl)(4-(4-methylpyrazolo[1,5-a]pyridin-2-yl)-6,7-dihydro-1H-imidazo[4,5-c]pyridin-5(4H)-yl)methanone C(C)(C)(C)C1=NN=C(O1)C(=O)N1[C@@H](C2=C(CC1)NC=N2)C2=NN1C(C(=CC=C1)C)=C2